C12CNCC2C1 3-azabicyclo[3.1.0]hexan